N1=CN=C(C=C1)C=1C(=C(C=CC1)S)Cl (pyrimidin-4-yl)-2-chloro-thiophenol